NC=1C(=NC(=C(N1)F)Br)C1=CC=C2C(NC(=NC2=C1)C)=O 7-(3-amino-6-bromo-5-fluoropyrazin-2-yl)-2-methylquinazolin-4(3H)-one